1-(4-butoxynaphthalen-1-yl)tetrahydro-1H-thiophen-1-ium C(CCC)OC1=CC=C(C2=CC=CC=C12)[S+]1CCCC1